(3R)-6-(2-(2-(difluoromethyl)azetidin-1-yl)-7,7-difluoro-6,7-dihydro-5H-cyclopenta[d]pyrimidin-4-yl)-2H-spiro[benzofuran-3,4'-oxazolidin]-2'-one FC(C1N(CC1)C=1N=C(C2=C(N1)C(CC2)(F)F)C2=CC1=C(C=C2)[C@@]2(NC(OC2)=O)CO1)F